FC1=CC=C2[C@H](CC3(CCC3)OC2=C1)CS(=O)(=O)N |o1:5| (S*)-(7-fluorospiro[chromane-2,1'-cyclobutan]-4-yl)methane-sulfonamide